C(C)N(C=1C2=C(N=CN1)N(C=C2)C[C@@H]2[C@H](CN(CC2)CC(=O)N)O)CC2=CC=C(C=C2)C=2C=NN(C2)C |o1:13,14| rel-2-((3R,4R)-4-((4-(ethyl(4-(1-methyl-1H-pyrazol-4-yl)benzyl)amino)-7H-pyrrolo[2,3-d]pyrimidin-7-yl)methyl)-3-hydroxypiperidin-1-yl)acetamide